CN[C@@H](CC(N)=O)C(=O)O N(α)-methyl-asparagine